[Si](C)(C)(C(C)(C)C)OCC1=C(C=CC(=N1)C(O)C1=C(C=2N(C=C1)C(=NN2)C(F)(F)F)C)C (6-(((tert-butyldimethylsilyl)oxy)methyl)-5-methylpyridin-2-yl)(8-methyl-3-(trifluoromethyl)-[1,2,4]triazolo[4,3-a]pyridin-7-yl)methanol